3-[[5-(2,4-Difluoro-3-methyl-phenyl)-2-methyl-3-pyridyl]methyl]-1,3-oxazinan-2-one FC1=C(C=CC(=C1C)F)C=1C=C(C(=NC1)C)CN1C(OCCC1)=O